NC1=NC=C(C2=C1C(=NN2[C@@H]2CN(CC2)C(C=C)=O)C#CC2=C(C(=CC(=C2F)OC)OC)F)CC (S)-1-(3-(4-amino-3-((2,6-difluoro-3,5-dimethoxyphenyl)ethynyl)-7-ethyl-1H-pyrazolo[4,3-c]pyridin-1-yl)pyrrolidin-1-yl)prop-2-en-1-one